1-(4-methoxyphenylsulfonyl)cyclohexane-1-carboxylic acid COC1=CC=C(C=C1)S(=O)(=O)C1(CCCCC1)C(=O)O